OC(COCCC[SiH3])CO 3-(2,3-dihydroxypropoxy)propylsilane